(S)-2-(2-(3-(3-(1-(2-chloro-4-fluorophenyl)cyclopropyl)-1,2,4-oxadiazol-5-yl)-5-(difluoromethyl)-1H-pyrazol-1-yl)acetamido)propenamide ClC1=C(C=CC(=C1)F)C1(CC1)C1=NOC(=N1)C1=NN(C(=C1)C(F)F)CC(=O)NC(C(=O)N)=C